(S)-N-(1-(8-ethynyl-1-oxo-2-phenyl-1,2-dihydrocyclopenta[de]isoquinolin-3-yl)ethyl)-2-(sulfamoylamino)pyrazolo[1,5-a]pyrimidine-3-carboxamide C(#C)C1=CC=C2C=3C(=C(N(C(C13)=O)C1=CC=CC=C1)[C@H](C)NC(=O)C=1C(=NN3C1N=CC=C3)NS(N)(=O)=O)C=C2